titanium aluminum-titanium [Ti].[Al].[Ti]